ClC=1C=C2C=C(NC2=CC1OCC1=CN=CS1)CNC(=O)N1CCCC1 N-((5-chloro-6-(thiazol-5-ylmethoxy)-1H-indol-2-yl)methyl)pyrrolidine-1-carboxamide